N,N'-1,5-naphthalenediylbis[2-(3-methyl-phenoxy)acetamide] C1(=CC=CC2=C(C=CC=C12)NC(COC1=CC(=CC=C1)C)=O)NC(COC1=CC(=CC=C1)C)=O